COC1=C(C=CC(=C1)OC)CNS(OC1=CC=C(C=C1)[N+](=O)[O-])(=O)=O 4-Nitrophenyl N-[(2,4-dimethoxyphenyl)methyl]sulfamate